FC([C@]1(CN(C=C1)C1=NC(=NC(=N1)C1=NC(=CC=C1)C(F)(F)F)NC1=CC(=NC=C1)C(F)(F)F)O)(F)F (S)-4-(3-trifluoromethyl-3-hydroxypyrrol-1-yl)-6-(6-(trifluoromethyl)pyridin-2-yl)-N-(2-(trifluoromethyl)pyridin-4-yl)-1,3,5-triazin-2-amine